ethyl (2S)-2-amino-3-(4-(2-amino-6-((R)-1-(4-chloro-2-(3-methyl-1H-pyrazole-1-yl)phenyl)-2,2,2-trifluoroethoxy)pyrimidine-4-yl)cyclohex-3-ene-1-yl)propionate N[C@H](C(=O)OCC)CC1CC=C(CC1)C1=NC(=NC(=C1)O[C@@H](C(F)(F)F)C1=C(C=C(C=C1)Cl)N1N=C(C=C1)C)N